(5S,7aR)-7-Phenyl-1-[(S)-1-phenylethyl]-4,5-dihydro-5,7a-ethenoindol-2(1H)-one C1(=CC=CC=C1)C1=C[C@H]2CC3=CC(N([C@@]13C=C2)[C@@H](C)C2=CC=CC=C2)=O